6-chloro-3-(1H-indol-6-yl)-1-((2-(trimethylsilyl)ethoxy)methyl)-1H-pyrrolo[2,3-b]pyridine ClC1=CC=C2C(=N1)N(C=C2C2=CC=C1C=CNC1=C2)COCC[Si](C)(C)C